FC(CS(=O)(=O)[O-])(C(F)(F)F)F 2,2,3,3,3-pentafluoropropanesulfonate